C1(C=CC=C1)[Ru]C=C(C=C(C)C)C (cyclopentadienyl)(2,4-dimethylpentadienyl)ruthenium